1-(3-cyanophenyl)-N-(3-(3-cyclopropyl-1-(1H-imidazol-1-yl)propyl)phenyl)-3-(trifluoromethyl)-1H-pyrazole-5-carboxamide C(#N)C=1C=C(C=CC1)N1N=C(C=C1C(=O)NC1=CC(=CC=C1)C(CCC1CC1)N1C=NC=C1)C(F)(F)F